ClC1=C(C=O)C=CC(=C1)CN1N=C(C=C1)C 2-Chloro-4-((3-methyl-1H-pyrazol-1-yl)methyl)benzaldehyde